C[C@H]1COCC[C@H]1NC1=C(C(=O)O)C=CC(=C1)C(F)(F)F |r| trans-rac-2-(((3R,4R)-3-methyltetrahydro-2H-pyran-4-yl)amino)-4-(trifluoromethyl)benzoic acid